8-((2S,5S)-2,5-dimethyl-4-(methyl(3-(trifluoromethyl)phenyl)amino)piperidin-1-yl)-5-methyl-6-oxo-5,6-dihydro-1,5-naphthyridine-2-carbonitrile C[C@@H]1N(C[C@@H](C(C1)N(C1=CC(=CC=C1)C(F)(F)F)C)C)C1=CC(N(C=2C=CC(=NC12)C#N)C)=O